ClC1=C(C=CC(=C1)C#N)C=1C=CC(=C2C=CC=NC12)C[C@@H](C(=O)O)NC(C1=C(C(=CC=C1F)OC(F)F)F)=O (S)-3-(8-(2-chloro-4-cyanophenyl)quinolin-5-yl)-2-(3-(difluoromethoxy)-2,6-difluorobenzoylamino)propionic acid